COCC=1C(NC(NN1)=O)=O 6-(methoxymethyl)-4H-1,2,4-triazine-3,5-dione